2-methacrylamidoethyl 4-((4-amino-2-propyl-1H-imidazo[4,5-c]quinolin-1-yl)methyl)benzylcarbamate NC1=NC=2C=CC=CC2C2=C1N=C(N2CC2=CC=C(CNC(OCCNC(C(=C)C)=O)=O)C=C2)CCC